C(C)(C)(C)C=1C=CC(=C(N)C1)OC 5-(tert-butyl)-2-methoxyaniline